1-Hexyl-1-methylpyrrolidinium fluorid Titanium [Ti].[F-].C(CCCCC)[N+]1(CCCC1)C